1-(4-(4-((3-Chloro-4-(cyclopropylmethoxy)-2-fluorophenyl)amino)pyrido[3,2-d]pyrimidin-6-yl)piperazin-1-yl)prop-2-en-1-one ClC=1C(=C(C=CC1OCC1CC1)NC=1C2=C(N=CN1)C=CC(=N2)N2CCN(CC2)C(C=C)=O)F